Z-13-hexadecadienal C=C\C=C/CCCCCCCCC(CCC)=O